N1=CC=C(C2=CC=CC=C12)C(=O)NCC(=O)O 2-(quinoline-4-carboxamido)acetic Acid